5-chloro-4-(4-methyl-1-piperidinyl)-2-(4-methylthiazol-5-yl)-1H-pyrimidin-6-one ClC1=C(N=C(NC1=O)C1=C(N=CS1)C)N1CCC(CC1)C